C(C)(C)(C)OC(=O)N1CC=2N=CN=C(C2CC1)S 4-mercapto-5,8-dihydropyrido[3,4-d]pyrimidine-7(6H)-carboxylic acid tert-butyl ester